(6S)-6-(2-Chloro-3-{[6-(trifluoromethyl)pyridin-3-yl]-amino}phenyl)-3-(3-hydroxy-3-methylcyclobutyl)-2-imino-6-methylhexahydropyrimidin-4-one ClC1=C(C=CC=C1NC=1C=NC(=CC1)C(F)(F)F)[C@@]1(CC(N(C(N1)=N)C1CC(C1)(C)O)=O)C